C(C)(C)(C)C=1C=C(C=C(C1O)C(C)(C)C)OC(C(C)C)=O 3,5-di-tert-butyl-4-hydroxyphenyl-methyl-propionate